C(C)OC1=C(OC[C@@H]2CN(CCO2)C(=O)OC(C)OC([C@H](C(C)C)N)=O)C=CC=C1 1-[(S)-2-Amino-3-methylbutyroxy]ethyl (S)-2-[(o-ethoxyphenoxy)methyl]-4-morpholinecarboxylate